FC(OC1CN(CCC1)C1CCN(CC1)C=1SC(=CN1)C(=O)NCC1=NC=C(C=C1F)F)F 2-[3-(difluoromethoxy)[1,4'-bipiperidin]-1'-yl]-N-[(3,5-difluoropyridin-2-yl)methyl]-1,3-thiazole-5-carboxamide